4-(benzofuran-2-yl)-N-methylthiazol-2-amine O1C(=CC2=C1C=CC=C2)C=2N=C(SC2)NC